4-[2-[(3-amino-6-chloropyridazin-4-yl)(methyl)amino]ethyl]-N,N-dimethylbenzamide NC=1N=NC(=CC1N(CCC1=CC=C(C(=O)N(C)C)C=C1)C)Cl